cis-2,3-dimethyl-cyclopropyl-carboxylic acid benzyl ester C(C1=CC=CC=C1)OC(=O)C1C(C1C)C